[rac-(5S,7S)-7-Fluoro-5-phenyl-6,7-dihydro-5H-pyrrolo[1,2-b][1,2,4]triazol-2-yl]-[7-(trifluoromethyl)-6,7-dihydro-5H-pyrazolo[1,5-a]pyrimidin-4-yl]methanon F[C@H]1C[C@H](N2N=C(N=C21)C(=O)N2C=1N(C(CC2)C(F)(F)F)N=CC1)C1=CC=CC=C1 |r|